CC1=NC(=C(C(=N1)O[C@@H](C)C1=CC=C(C(=O)NN)C=C1)C)C 4-[(1S)-1-(2,5,6-trimethylpyrimidin-4-yl)oxyethyl]benzohydrazide